CS(=O)(=O)CC=O methylsulfonyl-acetaldehyde